5-((1-(cyclopropylmethyl)-1H-pyrazol-4-yl)methyl)-2-methyl-2H-1,2,3-triazole C1(CC1)CN1N=CC(=C1)CC=1C=NN(N1)C